2,2'-azobiscyclohexane carbonate C(O)(O)=O.N(=NC1CCCCC1)C1CCCCC1